3-(4-(4-(piperidin-1-yl)piperidin-1-ylprop-1-enyl)phenyl)-1H-1,2,4-triazole-3,5-diamine N1(CCCCC1)C1CCN(CC1)CC=CC1=CC=C(C=C1)C1(NNC(=N1)N)N